5-bromo-N-(4-isobutylphenyl)pyrimidin-2-amine BrC=1C=NC(=NC1)NC1=CC=C(C=C1)CC(C)C